C(C)(=O)ON=C(C(=O)C1=CC=CC=C1)C 2-acetoxyimino-1-phenylpropane-1-one